3-(2-fluorophenethyl)-7-(2-methoxyphenyl)-2,3-dihydro-4H-benzo[e][1,3]oxazin-4-one FC1=C(CCN2COC3=C(C2=O)C=CC(=C3)C3=C(C=CC=C3)OC)C=CC=C1